CC1=C(C=CC(=N1)N)OC1=CC(=NC=C1)C=1C=NN(C1)C 6-methyl-5-((2-(1-methyl-1H-pyrazol-4-yl)pyridin-4-yl)oxy)pyridin-2-amine